FC(C(=O)O)(F)F.C(C)C1=CC=CC=2N1C(C(=C(N2)C(C)NC2=C1N=CNC1=NC=N2)C2=CC=C(C=C2)F)=O 6-Ethyl-3-(4-fluorophenyl)-2-[1-(9H-purin-6-ylamino)ethyl]-4H-pyrido[1,2-a]pyrimidin-4-one Trifluoroacetic Acid Salt